FC(C1=CC=C(C=C1)COC1=CC=CC(=N1)S(=O)(=O)NC(=O)C=1C(=NC=CC1)N1C(CC(C1)C)(C)C)(F)F N-[[6-[[4-(Trifluoromethyl)phenyl]methoxy]-2-pyridyl]sulfonyl]-2-(2,2,4-trimethylpyrrolidin-1-yl)pyridin-3-carboxamid